(2R)-2-cyclopentyl-2-hydroxy-2-phenylacetate C1(CCCC1)[C@](C(=O)[O-])(C1=CC=CC=C1)O